7-(3,6-dihydro-2H-pyran-4-yl)-5-methoxy-1,3-dimethylquinolin-2(1H)-one O1CCC(=CC1)C1=CC(=C2C=C(C(N(C2=C1)C)=O)C)OC